O[C@@H]1[C@@H](CCCC1)N(C(=O)N)C1=CC(=CC=C1)CNC=1C=NC=C(C1)C1=NC=CC=N1 N-[(1R,2S)-2-hydroxycyclohexyl]-N-[3-({[5-(pyrimidin-2-yl)pyridin-3-yl]amino}methyl)phenyl]urea